5-acetamido-2-nitro-[1,1'-biphenyl]-4-carboxylic acid methyl ester COC(=O)C1=CC(=C(C=C1NC(C)=O)C1=CC=CC=C1)[N+](=O)[O-]